CC1=NC(=CC(=N1)NC1=NN2C(C=C(C=C2)C2=C(C=NC=C2)O)=C1)C 4-(2-((2,6-dimethylpyrimidin-4-yl)amino)pyrazolo[1,5-a]pyridin-5-yl)pyridin-3-ol